2-(5-nitroindol-1-yl)ethan-1-ol [N+](=O)([O-])C=1C=C2C=CN(C2=CC1)CCO